N-(2-iodo-4-(perfluoropropan-2-yl)-6-(trifluoromethyl)phenyl)-2-fluoro-3-((hydroxy)(4-chlorobenzoyl)amino)benzamide IC1=C(C(=CC(=C1)C(C(F)(F)F)(C(F)(F)F)F)C(F)(F)F)NC(C1=C(C(=CC=C1)N(C(C1=CC=C(C=C1)Cl)=O)O)F)=O